CCCCC(=O)CC=C OCTEN-4-ONE